COC1=C(C=NC(=C1)C(=O)O)C=1C=NC(=CC1)C(F)(F)F 4-methoxy-6'-trifluoromethyl-[3,3']bipyridinyl-6-carboxylic acid